NC=1C=2N(C3=CC(=C(C=C3N1)F)C(=O)N([C@@H]1COC3=C1C=CC(=C3)S(=O)(=O)C)C)C=NC2 (S)-4-amino-7-fluoro-N-methyl-N-(6-(methyl-sulfonyl)-2,3-dihydro-benzofuran-3-yl)imidazo[1,5-a]quinoxaline-8-carboxamide